3,6-dicyanocarbazole C(#N)C=1C=CC=2NC3=CC=C(C=C3C2C1)C#N